BrC=1C(=NC(=NC1C=1OC(=CC1)C)N)Cl 5-Bromo-4-chloro-6-(5-methylfuran-2-yl)pyrimidin-2-amine